O=C1NC(CCC1N1C(C2=CC=C(C=C2C1=O)N1CC(CC1)C(=O)N1CCN(CC1)C1=CC=C(C=C1)NC=1N=C(N=NC1C(=O)N)N1CCCCC1)=O)=O 5-((4-(4-(1-(2-(2,6-dioxopiperidin-3-yl)-1,3-dioxoisoindolin-5-yl)pyrrolidine-3-carbonyl)piperazin-1-yl)phenyl)amino)-3-(piperidin-1-yl)-1,2,4-triazine-6-carboxamide